C(#N)C1=CC2=C(CNCC2C2=C(C=C(C=C2)NC(C)=O)C=2C(=NN(C2)CC)C(F)(F)F)S1 N-(4-(2-Cyano-4,5,6,7-tetrahydrothieno[2,3-c]pyridin-4-yl)-3-(1-ethyl-3-(trifluoromethyl)-1H-pyrazol-4-yl)phenyl)acetamide